Ethyl 5-(1H-benzo[d]imidazol-2-yl)-2-methyl-4-phenyl-1H-pyrrole-3-carboxylate N1C(=NC2=C1C=CC=C2)C2=C(C(=C(N2)C)C(=O)OCC)C2=CC=CC=C2